2-(3-cyano-4-{[(3S,3aR,6S,6aR)-6-(prop-2-yn-1-yloxy)hexahydrofuro[3,2-b]furan-3-yl]oxy}phenyl)-4-methylthiazole-5-carboxylic acid C(#N)C=1C=C(C=CC1O[C@@H]1[C@@H]2[C@H](OC1)[C@H](CO2)OCC#C)C=2SC(=C(N2)C)C(=O)O